5-methyl-1-(4-((4'-(((3as,6as)-1-methylhexahydropyrrolo[3,4-b]pyrrol-5(1H)-yl)methyl)-[1,1'-biphenyl]-4-yl)methyl)phenyl)-1H-1,2,4-triazole-3-carboxamide CC1=NC(=NN1C1=CC=C(C=C1)CC1=CC=C(C=C1)C1=CC=C(C=C1)CN1C[C@H]2N(CC[C@H]2C1)C)C(=O)N